barium calcium [Ca].[Ba]